BrC=1C=C(N(C1)CCC#N)C(C(Cl)(Cl)Cl)=O 3-[4-bromo-2-(2,2,2-trichloroacetyl)-1H-pyrrol-1-yl]propanenitrile